5-bromo-N-((1r,4r)-4-(2-methoxyethoxy)cyclohexyl)-1-((2-(trimethylsilyl)ethoxy)methyl)-1H-benzo[d]imidazole-7-carboxamide BrC1=CC2=C(N(C=N2)COCC[Si](C)(C)C)C(=C1)C(=O)NC1CCC(CC1)OCCOC